C(CCCCCCCC)P1(OC23C(CCC2)(O1)OP(O3)([O-])(C3=CC=CC=C3)CCCCCCCCC)([O-])C3=CC=CC=C3 cyclopentanetetrayl bis(nonylphenyl phosphite)